4-(2,6-Dioxo-4-(trifluoromethyl)-2,3-dihydropyrimidin-1(6H)-yl)-5-propoxy-2-(o-tolyloxy)benzonitrile O=C1N(C(C=C(N1)C(F)(F)F)=O)C1=CC(=C(C#N)C=C1OCCC)OC1=C(C=CC=C1)C